COC(=O)C=1C=CC2=C(N(C=N2)CC2OCCC2)C1 1-((tetrahydrofuran-2-yl)methyl)-1H-benzo[d]imidazole-6-carboxylic acid methyl ester